C1=CC(=CC=C1C[C@@H](C(=O)N)N)O The molecule is an amino acid amide that is L-tyrosine in which the carboxy OH group is replaced by NH2. It is an amino acid amide and a L-tyrosine derivative.